CC=1C=C(C=NC1)C1=NN2C(=NC=3C=CC=CC3C2=N1)NC=1C(N=CC=CC1)=O (3R)-3-{[2-(5-methylpyridin-3-yl)[1,2,4]triazolo[1,5-c]quinazolin-5-yl]amino}azepin-2-one